N[C@H]([C@@H](C)CC)C(=O)O D-alloIsoleucine